O1C(CCCC1)ONC(=O)C=1C=C(C(=O)O)C=CC1 3-(((tetrahydro-2H-pyran-2-yl)oxy)carbamoyl)benzoic acid